CC=1N=CC2=C(N1)N(CC=C2)C 2,8-dimethylpyrido[2,3-d]pyrimidin